FC1=C2C(=C(C=3N=C(NC31)[C@H]3N(CCC(C3)O)C(=O)OC(C)(C)C)F)CC(C2)C=O tert-butyl (2S)-2-(4,8-difluoro-6-formyl-3,5,6,7-tetrahydro-cyclopenta[f]benzimidazol-2-yl)-4-hydroxy-piperidine-1-carboxylate